C(=O)(OC(C)(C)C)N1CCN(CC1)C1=C(C=C(C=C1)[N+](=O)[O-])F 4-(4-Boc-1-piperazinyl)-3-fluoronitrobenzene